COC=1C=C(C=CC1)N(C(=O)C1CC1)C N-(3-methoxyphenyl)-N-methylcyclopropanecarboxamide